(S)-(4-((4-(2-butylamino)-3-(trifluoromethyl)-1H-pyrrolo[2,3-b]pyridin-6-yl)amino)-3-methoxyphenyl)(4-N-morpholinylpiperidin-1-yl)-methanone CC(CC)NC1=C2C(=NC(=C1)NC1=C(C=C(C=C1)C(=O)N1[C@@H](CCCC1)N1CCOCC1)OC)NC=C2C(F)(F)F